C(C)C=1C=C2CCC[C@H](C2=CC1)CNC=1C=NC=CC1C(=O)O 3-({[(1R)-6-ethyl-1,2,3,4-tetrahydronaphthalen-1-yl]methyl}amino)pyridine-4-carboxylic acid